CN(C1=C(C=C(C=C1)NC(=O)C1=CC=C(C=C1)C1=CC=C(C=C1)C(=O)NC1=CC(=C(C=C1)N(CC#C)C)F)F)C N4-(4-(dimethylamino)-3-fluorophenyl)-N4'-(3-fluoro-4-(methyl(prop-2-yn-1-yl)amino)phenyl)-[1,1'-biphenyl]-4,4'-dicarboxamide